6-[(1-{[3-(oxazolidin-4-yl)-6-[5-(trifluoromethyl)-4H-1,2,4-triazol-3-yl]-3H-imidazo[4,5-c]pyridin-2-yl]methyl}piperidin-4-yl)oxy]pyridine O1CNC(C1)N1C(=NC2=C1C=NC(=C2)C2=NN=C(N2)C(F)(F)F)CN2CCC(CC2)OC2=CC=CC=N2